boc-phenylalanyl-glycine tert-butyl-4-(6-phenylpyrazolo[1,5-a]pyridin-3-yl)piperazine-1-carboxylate C(C)(C)(C)C1N(CCN(C1)C=1C=NN2C1C=CC(=C2)C2=CC=CC=C2)C(=O)O.C(=O)(OC(C)(C)C)N[C@@H](CC2=CC=CC=C2)C(=O)NCC(=O)O